benzyl 2-oxo-2-((1S,4R,6S)-3-(2-phenylacetyl)-6-(3-(trifluoromethyl)phenyl)-2-oxa-3,5-diazabicyclo[2.2.2]oct-7-en-5-yl)acetate O=C(C(=O)OCC1=CC=CC=C1)N1[C@@H]2N(O[C@H]([C@@H]1C1=CC(=CC=C1)C(F)(F)F)C=C2)C(CC2=CC=CC=C2)=O